C(C)(C)(C)OC(NC1CCN(CC1)C1=NC=C(C=C1)I)=O (1-(5-Iodopyridin-2-yl)piperidin-4-yl)carbamic acid tert-butyl ester